N-cyclopropyl-2-fluoro-4-methyl-5-{1-[6-(morpholine-4-sulfonyl)imidazo[1,2-a]pyridin-3-yl]-1H-pyrazol-4-yl}benzamide C1(CC1)NC(C1=C(C=C(C(=C1)C=1C=NN(C1)C1=CN=C2N1C=C(C=C2)S(=O)(=O)N2CCOCC2)C)F)=O